C(C)(C)(C)OC(=O)N1C[C@H]([C@@H](C1)N1C2=NC(=NC=C2N(C1=O)C)NC=1C=C2C=CC=NC2=CC1C)F (3R,4R)-3-fluoro-4-(7-methyl-2-((7-methylquinolin-6-yl)amino)-8-oxo-7,8-dihydro-9H-purin-9-yl)pyrrolidine-1-carboxylic acid tert-butyl ester